6-(4-phenylphenoxy)benzoborazole C1(=CC=CC=C1)C1=CC=C(OC2=CC3=C(C=NB3)C=C2)C=C1